ClC=1SC(=CN1)[C@H]1CSC=2N1C(C(=C([N+]2C)[O-])C2=CC=CC=C2)=O (3R)-3-(2-chlorothiazol-5-yl)-8-methyl-5-oxo-6-phenyl-2,3-dihydrothiazolo[3,2-a]pyrimidin-8-ium-7-olate